Ethyl (S)-2-((S)-2-((((9H-fluoren-9-yl)methoxy)carbonyl)amino)-6-diazo-5-oxohexanamido)-6-diazo-5-oxohexanoate C1=CC=CC=2C3=CC=CC=C3C(C12)COC(=O)N[C@H](C(=O)N[C@H](C(=O)OCC)CCC(C=[N+]=[N-])=O)CCC(C=[N+]=[N-])=O